Cl.FC(C1CC2NC(C1)C2)(F)F cis-3-(trifluoromethyl)-6-azabicyclo[3.1.1]heptane hydrochloride